FC=1C=C(C=C(C1)C1=CC=CC=C1)C12CC3(CC(CC(C1)(C3)C)(C2)C)C 5-fluoro-3-((3r,5r,7r)-3,5,7-trimethyladamant-1-yl)-[1,1'-biphenyl]